sodium (E)-6,6'-(ethene-1,2-diyl)bis(3-(phenylsulfonamido)benzenesulfonate) C(=C\C1=CC=C(C=C1S(=O)(=O)[O-])NS(=O)(=O)C1=CC=CC=C1)/C1=CC=C(C=C1S(=O)(=O)[O-])NS(=O)(=O)C1=CC=CC=C1.[Na+].[Na+]